(2S)-1-((2S,4R)-2-((2-(dimethylamino)-1-(4-(4-methylthiazol-5-yl)phenyl)Ethyl)carbamoyl)-4-hydroxypyrrolidin-1-yl)-3,3-dimethyl-1-oxobutan-2-yl-carbamic acid CN(CC(C1=CC=C(C=C1)C1=C(N=CS1)C)NC(=O)[C@H]1N(C[C@@H](C1)O)C([C@H](C(C)(C)C)NC(O)=O)=O)C